stearyl-D-asparagine C(CCCCCCCCCCCCCCCCC)N[C@H](CC(N)=O)C(=O)O